CC=1N(C(=CC1)C)C1=NC=CC=C1 (2,5-dimethyl-1H-pyrrol-1-yl)pyridine